3-bromo-4,5-dimethylbenzene-1,2-diamine BrC1=C(C(=CC(=C1C)C)N)N